oxo-acetic acid ethyl ester C(C)OC(C=O)=O